4-(6-Bromoquinazolin-2-yl)morpholine n-octadecyl-3-(3',5'-di-t-butyl-4'-hydroxyphenyl)-propionate C(CCCCCCCCCCCCCCCCC)OC(CCC1=CC(=C(C(=C1)C(C)(C)C)O)C(C)(C)C)=O.BrC=1C=C2C=NC(=NC2=CC1)N1CCOCC1